3-((5-(3-(4'-methoxy-[1,1'-biphenyl]-4-yl)-3H-imidazo[4,5-b]pyridin-5-yl)pyridin-2-yl)oxy)-N,N-dimethylpropan-1-amine COC1=CC=C(C=C1)C1=CC=C(C=C1)N1C=NC=2C1=NC(=CC2)C=2C=CC(=NC2)OCCCN(C)C